C(#N)[C@@H]1C[C@]2(CN1C([C@H](CC(C)C)N(C(=O)C=1NC3=CC(=CC(=C3C1)F)F)C)=O)OCC1=C(NC2=O)C=CC=C1 N-((S)-1-((3R,5'S)-5'-cyano-2-oxo-1,5-dihydro-2H-spiro[benzo[e][1,4]oxazepine-3,3'-pyrrolidin]-1'-yl)-4-methyl-1-oxopentan-2-yl)-4,6-difluoro-N-methyl-1H-indole-2-carboxamide